1-[5-chloro-3-(2,3-dichlorophenyl)-1H-pyrazolo[3,4-b]pyrazin-6-yl]piperazine ClC=1N=C2C(=NC1N1CCNCC1)NN=C2C2=C(C(=CC=C2)Cl)Cl